[S-2].[S-2].[S-2].[Ta+5] tantalum trisulfide